C1(CC1)NC(=O)C=1C=C(C(N(C1)[C@@H](CO)C1=CC=CC=C1)=O)C(=O)NC |o1:12| (R*)-N5-cyclopropyl-1-(2-hydroxy-1-phenylethyl)-N3-methyl-2-oxo-1,2-dihydropyridine-3,5-dicarboxamide